tert-butyl (3S,4R)-3-amino-4-hydroxypyrrolidine-1-carboxylate N[C@H]1CN(C[C@H]1O)C(=O)OC(C)(C)C